FC1=C(C=C(C=C1)C=CCCC=O)C 5-(4-fluoro-3-methylphenyl)pent-4-enal